(S)-4-((2-(dimethylamino)-2-oxoethyl)(4-(5,6,7,8-tetrahydro-1,8-naphthyridin-2-yl)butyl)amino)-2-((2-(pyridin-3-yl)quinazolin-4-yl)amino)butanoic acid CN(C(CN(CC[C@@H](C(=O)O)NC1=NC(=NC2=CC=CC=C12)C=1C=NC=CC1)CCCCC1=NC=2NCCCC2C=C1)=O)C